tert-butyl 5-(((1-(6-(2-hydroxyphenyl)pyridazin-4-yl)-4-phenylpiperidin-4-yl)methyl)carbamoyl)-2-azabicyclo[4.1.0]heptane-2-carboxylate OC1=C(C=CC=C1)C1=CC(=CN=N1)N1CCC(CC1)(C1=CC=CC=C1)CNC(=O)C1CCN(C2CC12)C(=O)OC(C)(C)C